NON-6-EN-1-OL C(CCCCC=CCC)O